2-(2-hydroxy-5-(2-methacryloyloxy-ethyl)phenyl)-2H-benzotriazole OC1=C(C=C(C=C1)CCOC(C(=C)C)=O)N1N=C2C(=N1)C=CC=C2